N-(4-tert-butyl-5-(1H-imidazol-1-yl)thiazol-2-yl)-4-acetoxy-3-methoxybenzamide C(C)(C)(C)C=1N=C(SC1N1C=NC=C1)NC(C1=CC(=C(C=C1)OC(C)=O)OC)=O